C(C)(=O)N1C[C@H](CCC1)NCC=1C=CC(=NC1OC)C1=C(C(=NC=C1)C=1C(=C(C=CC1)NC(C1=NC=C(C=C1)CN1CC(C1)O)=O)C)Cl (S)-N-(3-(5-(((1-acetylpiperidin-3-yl)amino)methyl)-3'-chloro-6-methoxy-[2,4'-bipyridin]-2'-yl)-2-methylphenyl)-5-((3-hydroxyazetidin-1-yl)methyl)picolinamide